ClC=1C=C(C=CC1Cl)C1(CN(CC1)C(=O)OC(C)(C)C)CNS(=O)(=O)C1=CC=C(C=C1)OC(F)(F)F tert-butyl 3-(3,4-dichlorophenyl)-3-[[[4-(trifluoromethoxy)phenyl]sulfonylamino]methyl]pyrrolidine-1-carboxylate